N-(2-(4-Cyanothiazolidin-3-yl)-2-oxoethyl)-6-((5-methylisoxazol-3-yl)methyl)quinoline-4-carboxamide C(#N)C1N(CSC1)C(CNC(=O)C1=CC=NC2=CC=C(C=C12)CC1=NOC(=C1)C)=O